5-oxo-5H-thieno[3,2-b]pyran-6-carboxylate O=C1C(=CC2=C(O1)C=CS2)C(=O)[O-]